C1(CCCCCCC1)C(NC(=O)C=1C(=NOC1)C)C1=NC2=C(N1)C=CC(=C2)C2CCOCC2 N-{cyclooctyl-[5-(tetrahydropyran-4-yl)-1H-benzoimidazol-2-yl]methyl}-3-methyl-isoxazole-4-carboxamide